C1(=CC(=CC=C1)[P](C=1C=C(C=CC1)C)=O)C bis(m-tolyl)phosphorus oxide